1-(1-Phenylvinyl)-1H-imidazole-5-carboxylic acid ethyl ester C(C)OC(=O)C1=CN=CN1C(=C)C1=CC=CC=C1